COC(C=C)=O.C1(CC1)OC1=CC=2N=CN=C(C2N=C1NC(=O)C12CC(C1)(C2)N(C)C)C=2C(=NN(C2)C)C2=C(C=CC=C2)F N-{7-cyclopropoxy-4-[3-(2-fluorophenyl)-1-methyl-1H-pyrazol-4-yl]pyrido[3,2-d]pyrimidin-6-yl}-3-(dimethylamino)bicyclo[1.1.1]pentane-1-carboxamide methyl-(acrylate)